C(CCCCCCCCC(=O)OC1CC(NC(C1)(C)C)(C)C)(=O)OC1CC(NC(C1)(C)C)(C)C (Bis(2,2,6,6-tetramethyl-4-piperidyl)) sebacate